BrCCCCCCO[Si](C)(C)C(C)(C)C 6-bromo-1-(tert-butyldimethylsilyloxy)hexane